C(C)(C)(C)NC1CCN(CC1)C1=C2C=CN=NC2=C(C=C1)C(=O)NC=1C=C(C=2N(C1)C=C(N2)C)F 5-[4-(tert-butylamino)piperidin-1-yl]-N-[8-fluoro-2-methylimidazo[1,2-a]pyridin-6-yl]cinnoline-8-carboxamide